tert-butyl-5-((1S,2S)-2-(((tert-butyldiphenylsilyl)oxy)methyl)cyclopropyl)pent-4-enoic acid C(C)(C)(C)C(C(=O)O)CC=C[C@H]1[C@H](C1)CO[Si](C1=CC=CC=C1)(C1=CC=CC=C1)C(C)(C)C